1-(3-((3-(1H-pyrazol-4-yl)-1H-indazol-6-yl)amino)phenyl)-3-(3-(tert-butyl)isoxazol-5-yl)urea N1N=CC(=C1)C1=NNC2=CC(=CC=C12)NC=1C=C(C=CC1)NC(=O)NC1=CC(=NO1)C(C)(C)C